OC=1C(=C(C(=C2C(=C(NC12)CC(=O)O)O)O)O)O pentahydroxyindoleacetic acid